4-(6-ethoxy-2-(trifluoromethylnicotinoyl)-2-ethylpiperazin-1-yl)-[2,3'-bipyridin] C(C)OC1CNCC(N1C1=CC(=NC=C1)C=1C=NC=CC1)(CC)C(C1=C(N=CC=C1)C(F)(F)F)=O